ClC=1C=CC(=C(C1)NC(=O)N1[C@@H]2CN([C@H](C1)C2)CC2=NC1=CC=CC=C1C(N2)=O)C (1S,4S)-N-(5-chloro-2-methylphenyl)-5-((4-oxo-3,4-dihydroquinazolin-2-yl)methyl)-2,5-diazabicyclo[2.2.1]heptane-2-carboxamide